C[Si](CCOC(NCCCN[C@H](C(C)(C)C)C=1N(C=C(C1)C1=C(C=CC(=C1)F)F)CC1=CC=CC=C1)=O)(C)C 2-(Trimethylsilyl)ethyl-[3-({(1R)-1-[1-benzyl-4-(2,5-difluorophenyl)-1H-pyrrol-2-yl]-2,2-dimethylpropyl}amino)propyl]carbamate